(S)-1-(1-(3-chlorophenyl)-2-hydroxyethyl)-4-(3-(6-isopropoxypyridin-3-yl)-1H-indazol-5-yl)pyridin-2(1H)-one ClC=1C=C(C=CC1)[C@@H](CO)N1C(C=C(C=C1)C=1C=C2C(=NNC2=CC1)C=1C=NC(=CC1)OC(C)C)=O